2,2'-(7-(1-carboxy-4-oxopentyl)-1,4,7-triazonane-1,4-diyl)diacetic acid C(=O)(O)C(CCC(C)=O)N1CCN(CCN(CC1)CC(=O)O)CC(=O)O